ClC1=CC(=C(C(=C1C#N)C1CNC(C1)=O)OCC)/C(/C)=N/O (E)-6-chloro-3-ethoxy-4-(1-(hydroxyimino)ethyl)-2-(5-oxopyrrolidine-3-yl)benzonitrile